1-(4-fluoroindolin-1-yl)ethan-1-one FC1=C2CCN(C2=CC=C1)C(C)=O